CC1=NNC(=C1C)C(=O)[O-] 3,4-dimethylpyrazole-5-formate